2-{[(3S)-3-{3-[(4-cyano-2-fluorophenoxy)methyl]phenyl}pyrrolidin-1-yl]methyl}-1-{[(2S)-oxetan-2-yl]methyl}-1H-1,3-benzodiazole-6-carboxylic acid C(#N)C1=CC(=C(OCC=2C=C(C=CC2)[C@H]2CN(CC2)CC2=NC3=C(N2C[C@H]2OCC2)C=C(C=C3)C(=O)O)C=C1)F